phosphorus(III) bromide P(Br)(Br)Br